O=C(C=O)C(C=O)=O 2,3-dioxobutanedialdehyde